Methyl 2-[[4-[[4-[3-(4-fluorobenzoyl)thiazolidin-4-yl]triazol-1-yl]methyl]phenyl]carbamoyl]-4-methyl-pentanoate FC1=CC=C(C(=O)N2CSCC2C=2N=NN(C2)CC2=CC=C(C=C2)NC(=O)C(C(=O)OC)CC(C)C)C=C1